CC1(CC2(CN(C3=NC=CN=C32)C3=CC(=C(C(=C3)F)F)F)C1)C 3,3-dimethyl-5'-(3,4,5-trifluorophenyl)-5',6'-dihydrospiro[cyclobutane-1,7'-pyrrolo[2,3-b]pyrazine]